Cl.C(C)OC(=O)[C@H](CCC1=CC=CC=C1)N[C@H](C(=O)N1C(NC[C@H]1C(=O)O)=O)C (4S)-3-[(2S)-2-[(1S)-1-ethoxycarbonyl-3-phenylpropyl]aminopropionyl]-2-oxoimidazoline-4-carboxylic acid hydrochloride